CCCCCCCCCCCCCCC(=O)OC[C@H](COP(=O)(O)OC[C@@H](C(=O)O)N)OC(=O)CCC/C=C\C/C=C\C/C=C\C/C=C\CCCCC 1-pentadecanoyl-2-(5Z,8Z,11Z,14Z-eicosatetraenoyl)-glycero-3-phosphoserine